7-(2-(aminomethyl)-6-cyclopropylimidazo[1,2-a]pyridin-8-yl)-2,5-dioxa-7-azaspiro[3.4]octan-6-one NCC=1N=C2N(C=C(C=C2N2C(OC3(COC3)C2)=O)C2CC2)C1